ClC=1C=C(C=CC1C(F)(F)F)NC(=O)N1[C@H]2CC[C@@H]1CC1=NC(NC=C12)=O (5S,8R)-N-(3-chloro-4-(trifluoromethyl)phenyl)-2-oxo-3,5,6,7,8,9-hexahydro-2H-5,8-epimino-cyclohepta[d]pyrimidine-10-carboxamide